COC=1C=CC(=NC1OC)C1C(CCCC1)=O 2-(5,6-dimethoxy-2-pyridyl)cyclohexanone